1-(5-((5-benzhydryl-2,5-diazabicyclo[2.2.2]oct-2-yl)methyl)-1-oxoisoindolin-2-yl)dihydropyrimidine-2,4(1H,3H)-dione C(C1=CC=CC=C1)(C1=CC=CC=C1)N1C2CN(C(C1)CC2)CC=2C=C1CN(C(C1=CC2)=O)N2C(NC(CC2)=O)=O